[Na+].[Na+].[Na+].OC=1C=C(C=2C=CC3=C(C=C(C=4C=CC1C2C43)S(=O)(=O)[O-])S(=O)(=O)[O-])S(=O)(=O)[O-] 8-hydroxypyrene-1,3,6-trisulfonic acid, trisodium salt